C(C)(C)(C)C=1C=C(C(=C(C(=O)OC)C1)OC(F)(F)F)C(=O)OC Dimethyl 5-(tert-butyl)-2-(trifluoromethoxy)isophthalate